2-bromo-6-methyl-4,5,6,7-tetrahydropyrazolo[1,5-a]pyrazine BrC1=NN2C(CNC(C2)C)=C1